8-fluoro-6-((R)-1-hydroxy-2-((3as,5s,6ar)-3a-hydroxy-5-phenoxyhexahydrocyclopenta[c]pyrrol-2(1H)-yl)ethyl)-1,4-dihydro-2H-benzo[d][1,3]thiazin-2-one FC1=CC(=CC2=C1NC(SC2)=O)[C@H](CN2C[C@@H]1[C@](C2)(C[C@H](C1)OC1=CC=CC=C1)O)O